C(C=C)N1C(N(CC2=C1C1=C(N=C2)NC=C1)C1=C(C(=CC(=C1F)OC)OC)F)=O 1-allyl-3-(2,6-difluoro-3,5-dimethoxyphenyl)-1,3,4,7-tetrahydro-2H-pyrrolo[3',2':5,6]pyrido[4,3-d]pyrimidin-2-one